N-((7-(5-(difluoromethyl)-1,3,4-oxadiazol-2-yl)imidazo[1,2-a]pyridin-2-yl)methyl)-1-ethyl-N-phenylazetidin-3-carboxamide FC(C1=NN=C(O1)C1=CC=2N(C=C1)C=C(N2)CN(C(=O)C2CN(C2)CC)C2=CC=CC=C2)F